butylethyl-bis-(2-methoxyethoxy)silane C(CCC)[Si](OCCOC)(OCCOC)CC